N1=C(C=CC=C1)CCN1C(NC2(C1=O)CCN(CC2)C2=NC=CC=N2)=O 3-(2-(Pyridin-2-yl)ethyl)-8-(pyrimidin-2-yl)-1,3,8-triazaspiro[4.5]decane-2,4-dione